tert-butyl (4-amino-3-(isopropylcarbamoyl)-5-methylbenzyl)carbamate NC1=C(C=C(CNC(OC(C)(C)C)=O)C=C1C)C(NC(C)C)=O